CC1(CCC1)NCC1=CC(=C2CNC(C2=C1)=O)C(F)(F)F 6-{[(methylcyclobutyl)amino]methyl}-4-(trifluoromethyl)-2,3-dihydro-1H-isoindol-1-one